CN(C1CCC(CC1)NC=1N=CC2=C(N1)N(C(C(=C2)C=2C=CC(=NC2)NS(=O)(=O)CC2=CC=C(C=C2)F)=O)C(C)C)C N-(5-(2-(((1r,4r)-4-(Dimethylamino)cyclohexyl)amino)-8-isopropyl-7-oxo-7,8-dihydropyrido[2,3-d]pyrimidin-6-yl)pyridin-2-yl)-1-(4-fluorophenyl)methanesulfonamide